NC=1C=NC(=NC1)OC=1C=C(C=C(C1)C1=CC(=CC(=C1)Cl)Cl)CN1CCC(CC1)CNC(C)=O N-((1-((5-((5-aminopyrimidin-2-yl)oxy)-3',5'-dichloro-[1,1'-biphenyl]-3-yl)methyl)piperidin-4-yl)methyl)acetamide